(5-(3-((benzyloxy)methyl)azetidin-1-yl)-3-methyl-2-oxo-2,3-dihydro-1H-benzo[d]imidazol-1-yl)piperidine-2,6-dione C(C1=CC=CC=C1)OCC1CN(C1)C1=CC2=C(N(C(N2C)=O)N2C(CCCC2=O)=O)C=C1